bis(methyl)pyridine CC=1C(=NC=CC1)C